NC=1C(=NC=C(C1)C(F)(F)F)O[C@@H](C(=O)OC)C methyl (R)-2-((3-amino-5-(trifluoromethyl)pyridin-2-yl)oxy)propanoate